2-(3'-(3-bromopropyloxy)-2'-methyl-2-(trifluoromethyl)-[1,1'-biphenyl]-3-yl)-6,7-dihydrothiazolo[5,4-c]pyridine-5(4H)-carboxylic acid tert-butyl ester C(C)(C)(C)OC(=O)N1CC2=C(CC1)N=C(S2)C=2C(=C(C=CC2)C2=C(C(=CC=C2)OCCCBr)C)C(F)(F)F